(1R,2R)-1-((R)-1-(1-benzyl-5-(benzyloxy)-4-oxo-1,4-dihydropyridazin-3-carbonyl)pyrrolidin-2-yl)-2-(2,3-difluorophenyl)-2-phenylethane C(C1=CC=CC=C1)N1N=C(C(C(=C1)OCC1=CC=CC=C1)=O)C(=O)N1[C@H](CCC1)C[C@H](C1=CC=CC=C1)C1=C(C(=CC=C1)F)F